(4-(((6-aminopyridazin-4-yl)amino)methyl)phenyl)methanol NC1=CC(=CN=N1)NCC1=CC=C(C=C1)CO